BrC=1C=CC=2C3=C(N(C2C1)C)C(=CN=C3)F 7-bromo-4-fluoro-5-methyl-5H-pyrido[4,3-b]indole